2-[1H-Benzimidazol-2-yl-(5-fluoro-2-hydroxy-phenyl)methyl]-6-[4-(4-fluoro-1-methyl-4-piperidyl)phenyl]isoindolin-1-one N1C(=NC2=C1C=CC=C2)C(N2C(C1=CC(=CC=C1C2)C2=CC=C(C=C2)C2(CCN(CC2)C)F)=O)C2=C(C=CC(=C2)F)O